C(#N)C=1C=C(C=CC1F)NC(=O)N1CC=2C(=NN3C2C(CC[C@@H](C3)O)(F)F)CC1 (S)-N-(3-Cyano-4-fluorophenyl)-11,11-difluoro-8-hydroxy-3,4,8,9,10,11-hexahydro-1H-pyrido[4',3':3,4]pyrazolo[1,5-a]azepine-2(7H)-carboxamide